O-(4-ethynylphenyl)-hydroxylamine C(#C)C1=CC=C(C=C1)ON